7-methoxy-2-(1-methyl-3-oxabicyclo[2.1.1]hex-4-yl)-N-(2-pyridinyl)imidazo[1,2-a]pyridine-6-carboxamide COC1=CC=2N(C=C1C(=O)NC1=NC=CC=C1)C=C(N2)C21OCC(C2)(C1)C